OC1=C2C3=C(C(OC2=CC=C1)=O)C=C(C=C3)OC3COC3 hydroxy-8-(oxetan-3-yloxy)6H-benzo[c]chromen-6-one